N-(4-Methoxyphenyl)-N1-(3-methoxyphenyl)-6-morpholin-4-yl-[1,3,5]triazine-2,4-diamine hydrochloride Cl.COC1=CC=C(C=C1)NC1N(C(=NC(=N1)N)N1CCOCC1)C1=CC(=CC=C1)OC